COC1CC(C1)NNC(=O)C=1C=NN2C1N=CC=C2 N'-(3-methoxycyclobutyl)pyrazolo[1,5-a]pyrimidine-3-carbohydrazide